ClC=1C2=C(N=C(N1)C)SC1=C2CCC1 4-chloro-2-methyl-6,7-dihydro-5H-cyclopenta[4,5]thieno[2,3-d]pyrimidine